FC1=CC=CC=2C=3N(C(=NC12)N)C=C(N3)CC3CCN(CC3)CC=3SC=CC3 7-fluoro-2-((1-(thiophen-2-ylmethyl)-piperidin-4-yl)methyl)-imidazo[1,2-c]quinazolin-5-amine